(R)-2-(N-[4-amino-5-[4-(difluoromethoxy)benzoyl]thiazol-2-yl]-4-methoxy-anilino)propanamide NC=1N=C(SC1C(C1=CC=C(C=C1)OC(F)F)=O)N(C1=CC=C(C=C1)OC)[C@@H](C(=O)N)C